trans-N-(3-(1-cyclopropyl-1H-pyrazol-4-yl)phenyl)-4-hydroxy-N-((trans-4-(4-hydroxy-3-methylphenyl)cyclohexyl)methyl)cyclohexanecarboxamide C1(CC1)N1N=CC(=C1)C=1C=C(C=CC1)N(C(=O)[C@@H]1CC[C@H](CC1)O)C[C@@H]1CC[C@H](CC1)C1=CC(=C(C=C1)O)C